C1(CC1)N(C1=C(C=C(C=C1)F)OC)C1CCC(CC1)N(C1=CC(N(C=2C=CC(=NC12)C#N)C)=O)C 8-[[4-(N-Cyclopropyl-4-fluoro-2-methoxy-anilino)cyclohexyl]-methyl-amino]-5-methyl-6-oxo-1,5-naphthyridine-2-carbonitrile